FC(C=1C=C(C=CC1)C(C)=NO)(F)F 1-[3-(TRIFLUOROMETHYL)PHENYL]ETHANONE OXIME